6,6'-(3,3'-di-tert-butyl-5,5'-divinylbiphenyl-2,2'-diyl)bis(oxy)didibenzo[1,3,2]dioxaphosphepine C(C)(C)(C)C=1C(=C(C=C(C1)C=C)C1=C(C(=CC(=C1)C=C)C(C)(C)C)OP1OC2=C(C3=C(O1)C=CC=C3)C=CC=C2)OP2OC3=C(C1=C(O2)C=CC=C1)C=CC=C3